tert-butyl ((3aR,4R,7S,7aR)-4-(methoxymethyl)-2,2-dimethyltetrahydro-4H-[1,3]dioxolo[4,5-c]pyran-7-yl)carbamate COC[C@H]1OC[C@@H]([C@@H]2[C@H]1OC(O2)(C)C)NC(OC(C)(C)C)=O